2-(4-aminophenyl)-5,5-dimethylmorpholine-4-carboxylic acid tert-butyl ester C(C)(C)(C)OC(=O)N1CC(OCC1(C)C)C1=CC=C(C=C1)N